isopropyl 2-(3-methoxy-4-((3-(4-methoxy-3-(pentyloxy)phenyl)-2-oxotetrahydropyrimidin-1(2H)-yl)methyl)phenyl)acetate COC=1C=C(C=CC1CN1C(N(CCC1)C1=CC(=C(C=C1)OC)OCCCCC)=O)CC(=O)OC(C)C